FC=1C=C2C(N(C=3N(C2=CC1)C(NN3)=S)CCCNC(=O)C3CCC(CC3)NC(OC(C)(C)C)=O)=O tert-Butyl (4-((3-(7-fluoro-5-oxo-1-thioxo-1,2-dihydro-[1,2,4]triazolo[4,3-a]quinazolin-4(5H)-yl)propyl)carbamoyl)cyclohexyl)carbamate